FC(C1=CC=C(CN2CC(CC(C2)C2=CC=C(C=C2)C(F)(F)F)CC(=O)O)C=C1)(F)F anti-2-(1-(4-(trifluoromethyl)benzyl)-5-(4-(trifluoromethyl)phenyl)piperidin-3-yl)acetic acid